O[C@H](COC1CCC(CC1)NC(=O)C=1C2=C(N=C(N1)N1C=NC=C1)C=CN2)C N-((1R,4r)-4-((S)-2-hydroxypropoxy)cyclohexyl)-2-(1H-imidazol-1-yl)-5H-pyrrolo[3,2-d]pyrimidine-4-carboxamide